propane-1,3-diylbis(octadeca-9,12-dienoate) C(CCCCCCCC=CCC=CCCCCCCCC(=O)[O-])CCCCCC=CCC=CCCCCCCCC(=O)[O-]